N[C@H](CCCNC1=C(C=NC(=C1)NC1=CC=C2C(=N1)N(N=C2)C(C)C)C2=NC=C(C=C2)C2CCOCC2)CC N4'-((1s,4s)-4-aminohexyl)-N6'-(1-isopropyl-1H-pyrazolo[3,4-b]pyridin-6-yl)-5-(tetrahydro-2H-pyran-4-yl)-[2,3'-bipyridine]-4',6'-diamine